FC1=C(C(=O)N2[C@@H](CN(C[C@H]2C)C(=O)C2=C(C=C(C=C2)OC)F)C)C=CC(=C1)S(=O)(=O)C ((3R,5R)-4-(2-fluoro-4-(methylsulfonyl)benzoyl)-3,5-dimethylpiperazin-1-yl)(2-fluoro-4-methoxyphenyl)methanone